Methyl 2,6-dihydroxy-4-methoxy-3-methylbenzoate OC1=C(C(=O)OC)C(=CC(=C1C)OC)O